O1CC[C@@H](C2=CC=CC=C12)NC(=O)C=1C=NC2=C(N=CC=C2C1N(C)C)C1=C(C(=CC=C1F)OC)F N-[(4S)-chroman-4-yl]-8-(2,6-difluoro-3-methoxy-phenyl)-4-(dimethylamino)-1,7-naphthyridine-3-carboxamide